1-methyl-2-vinylpyridin-1-ium C[N+]1=C(C=CC=C1)C=C